C1(CC1)C1CC(CN(C1)C1=C2C=CC=NC2=C(C=C1)C(F)(F)F)NC(CN1CCOCC1)=O N-(5-cyclopropyl-1-(8-(trifluoromethyl)quinolin-5-yl)piperidin-3-yl)-2-morpholinoacetamide